8-chloro-2-[1-[(3,3-difluorocyclobutyl)methyl]pyrazol-4-yl]-7-[(2-methyl-3H-benzimidazol-5-yl)oxy]quinoxaline ClC=1C(=CC=C2N=CC(=NC12)C=1C=NN(C1)CC1CC(C1)(F)F)OC1=CC2=C(N=C(N2)C)C=C1